ClC=1SC(=CN1)CNC(=O)C1=C(C2=C(S(C3=C(C(N2)=O)C=CC=C3)(=O)=O)C=C1)C N-((2-chlorothiazol-5-yl)methyl)-9-methyl-11-oxo-10,11-dihydrodibenzo[b,f][1,4]thiazepine-8-carboxamide 5,5-dioxide